CC(CC)(O)C1=CC=CC=C1 α-methyl-phenylpropanol